ClC=1C=C2C(=C(C(NC2=CC1)=O)C=1CC(N(N1)C(CC)=O)C1=CC=C(C=C1)Cl)C1=CC=CC=C1 6-chloro-3-[3-(4-chlorophenyl)-2-propanoyl-3,4-dihydropyrazol-5-yl]-4-phenyl-1H-quinolin-2-one